tert-Butyl 4-(7-hydroxy-2'-(((S)-1-methylpyrrolidin-2-yl)methoxy)-3,4,5',8'-tetrahydro-2H,6'H-spiro[naphthalene-1,7'-quinazolin]-4'-yl)piperazine-1-carboxylate OC1=CC=C2CCCC3(CCC=4C(=NC(=NC4C3)OC[C@H]3N(CCC3)C)N3CCN(CC3)C(=O)OC(C)(C)C)C2=C1